1-(4-(trifluoromethyl)benzyl)-1H-indol-5-amine FC(C1=CC=C(CN2C=CC3=CC(=CC=C23)N)C=C1)(F)F